N[C@@H](CCC(=O)N[C@@H](CCC(N)=O)C(=O)O)C(=O)O L-gamma-glutamyl-L-glutamine